BrC/C=C/C1=CC=C(C=C1)[N+](=O)[O-] (E)-1-(3-bromoprop-1-en-1-yl)-4-nitrobenzene